FC=1C=C(C=CC1)CCCCC(=O)O 5-(3-fluorophenyl)pentanoic acid